tert-Butyl (3-propionyl-1,2,4-thiadiazol-5-yl)carbamate C(CC)(=O)C1=NSC(=N1)NC(OC(C)(C)C)=O